4-chlorobenzyl (4-(1-(2-methyloxazole-5-carboxamido)ethyl)phenyl)carbamate CC=1OC(=CN1)C(=O)NC(C)C1=CC=C(C=C1)NC(OCC1=CC=C(C=C1)Cl)=O